COC1=CC=C2C=CC=CC2=C1 7-methoxynaphthalen